FC(C1=CC=C(N=N1)N1CC2(CC1)CCN(CC2)C2=CN=CC(=N2)C=2SC=NN2)(F)F 2-(6-(2-(6-(trifluoromethyl)pyridazin-3-yl)-2,8-diazaspiro[4.5]decan-8-yl)pyrazin-2-yl)-1,3,4-thiadiazole